C1NCC12CC(C2)O[Si](C2=CC=CC=C2)(C2=CC=CC=C2)C(C)(C)C 2-azaspiro[3.3]heptane-6-yloxy-tert-butyl-diphenyl-silane